(+/-)-tert-butyl (3S,4R)-3-fluoro-4-((2-(N'-hydroxycarbamimidoyl)-1-(2,2,2-trifluoroethyl)-1H-indol-4-yl)amino)piperidine-1-carboxylate F[C@H]1CN(CC[C@H]1NC1=C2C=C(N(C2=CC=C1)CC(F)(F)F)C(N)=NO)C(=O)OC(C)(C)C |r|